METHYL 3-PHENYLPROPIONATE C1(=CC=CC=C1)CCC(=O)OC